FC=1C=C(C=C(C1OCCOC)OC)\C=N\N(C1=NS(C2=C1C=CC=C2)(=O)=O)C N-[(E)-[3-fluoro-5-methoxy-4-(2-methoxyethoxy)-phenyl]-methyleneamino]-N-methyl-1,1-dioxo-1,2-benzothiazol-3-amine